C1(CC2C(CC1)O2)CCC([SiH](O[SiH3])C)(CCC2CC1C(CC2)O1)CCC1CC2C(CC1)O2 (tris[2-(3,4-epoxycyclohexyl)ethyl]dimethylsilyloxy)silane